4-(((3-Chloro-1,4-dioxo-1,4-dihydronaphthalin-2-yl)amino)methyl)-N-hydroxybenzamid ClC1=C(C(C2=CC=CC=C2C1=O)=O)NCC1=CC=C(C(=O)NO)C=C1